4-amino-7-fluoropyrrolo[1,2-a]quinoxaline-8-carboxylic acid NC=1C=2N(C3=CC(=C(C=C3N1)F)C(=O)O)C=CC2